FC1=C(C=C(C(=C1)F)F)CC=O 2,4,5-trifluorophenylacetaldehyde